2-{[3-fluoro-1-(methylsulfonyl)azetidin-3-yl]methyl}-8-methyl-N-[(2S)-tetrahydrofuran-2-ylmethyl]-4,5-dihydro-2H-furo[2,3-g]indazole-7-carboxamide FC1(CN(C1)S(=O)(=O)C)CN1N=C2C3=C(CCC2=C1)OC(=C3C)C(=O)NC[C@H]3OCCC3